ethyl-4-[[(methylphenylamino)methylene]amino]benzoate C(C)OC(C1=CC=C(C=C1)N=CN(C1=CC=CC=C1)C)=O